C(C=C)(=O)N1[C@H](CN(C[C@H]1C)C1=NC(N2C3=C(C(=C(C=C13)C(F)(F)F)C1=C(C=C(C=C1)F)F)SCC1(C2)CCC1)=O)C 8'-((3S,5R)-4-acryloyl-3,5-dimethylpiperazin-1-yl)-11'-(2,4-difluorophenyl)-10'-(trifluoromethyl)-2'H,4'H,6'H-spiro[cyclobutane-1,3'-[1,4]thiazepino[2,3,4-ij]quinazolin]-6'-one